(4-chloro-2-methylphenyl)-N-ethyl-7-hydroxy-6-methoxy-3,4-dihydroisoquinoline-2(1H)-carboxamide ClC1=CC(=C(C=C1)C1N(CCC2=CC(=C(C=C12)O)OC)C(=O)NCC)C